3-cyclopropyl-N-[1-[3-[5-(difluoromethoxy)-2-pyridyl]pyrazin-2-yl]ethyl]-5-(trifluoromethyl)benzamide C1(CC1)C=1C=C(C(=O)NC(C)C2=NC=CN=C2C2=NC=C(C=C2)OC(F)F)C=C(C1)C(F)(F)F